2-(3-aminopropylamino)ethylsulfanyl-phosphonic acid NCCCNCCSP(O)(O)=O